P(=O)(O)(O)[O-].C[NH+](C)C tri-methylammonium dihydrogen phosphate